(5-(6-bromo-7-fluoro-1H-imidazo[4,5-c]pyridin-2-yl)-1H-pyrrol-3-yl)(2-(trifluoromethyl)phenyl)methanone BrC1=C(C2=C(C=N1)N=C(N2)C2=CC(=CN2)C(=O)C2=C(C=CC=C2)C(F)(F)F)F